6-chloro-3-(2-methoxy-6-methylphenyl)-1-{[2-(trimethylsilyl)ethoxy]methyl}pyrazolo[3,4-b]pyridine ClC1=CC=C2C(=N1)N(N=C2C2=C(C=CC=C2C)OC)COCC[Si](C)(C)C